4-(1-(azidomethyl)cyclopropyl)piperidine hydrochloride Cl.N(=[N+]=[N-])CC1(CC1)C1CCNCC1